ClC1=NC2=C(C(=C(N=C2C(=C1Cl)Cl)Cl)[N+](=O)[O-])Cl 2,3,4,6,8-pentachloro-7-nitro-1,5-naphthyridine